C(=O)(OCC1=CC=CC=C1)NNC(=O)N Cbz-semicarbazide